(R)-2,2'-bis[di(3,5-xylyl)phosphino]-1,1'-biphenyl C1(=CC(=CC(=C1)C)C)P(C1=C(C=CC=C1)C1=C(C=CC=C1)P(C1=CC(=CC(=C1)C)C)C1=CC(=CC(=C1)C)C)C1=CC(=CC(=C1)C)C